N-(4-cyclohexylphenyl)-6-isopropyl-2-morpholino-6,7-dihydro-5H-pyrrolo[3,4-d]pyrimidine-4-amine formate C(=O)O.C1(CCCCC1)C1=CC=C(C=C1)NC=1C2=C(N=C(N1)N1CCOCC1)CN(C2)C(C)C